7-bromo-N-(4-methoxybenzyl)-3-nitroquinolin-4-amine BrC1=CC=C2C(=C(C=NC2=C1)[N+](=O)[O-])NCC1=CC=C(C=C1)OC